OC=1C=C(C(=O)[O-])C=CC1.[Na+] sodium 3-hydroxybenzoate